COC(C1=CC=C(C=C1)NS(=O)(=O)C1=CC=C(C=C1)NC(=O)NS(=O)(=O)CC1=CC=CC=C1)=O 4-(4-(3-toluenesulfonylureido)phenylsulfonylamino)benzoic acid methyl ester